(S)-2-(6-((1-(2-Hydroxy-2-methylpropyl)piperidin-3-yl)amino)pyridazin-3-yl)-3-methyl-5-(trifluoromethyl)phenol OC(CN1C[C@H](CCC1)NC1=CC=C(N=N1)C1=C(C=C(C=C1C)C(F)(F)F)O)(C)C